4-bromo-3-fluoro-2-methyl-5-nitroaniline BrC1=C(C(=C(N)C=C1[N+](=O)[O-])C)F